The molecule is a prostaglandin carboxylic acid anion that is the conjugate base of prostaglandin F2beta, obtained by deprotonation of the carboxy group; major species at pH 7.3. It is a conjugate base of a prostaglandin F2beta. CCCCC[C@@H](/C=C/[C@H]1[C@@H](C[C@H]([C@@H]1C/C=C\\CCCC(=O)[O-])O)O)O